C(C)NC=1C=CC(=NC1)C(=O)O 5-(ethylamino)picolinic acid